N[C@H]1CN(CCC1)C1=CC(N(C(N1CC#CC)=O)CC=1N=C(SC1)C)=O (R)-6-(3-aminopiperidin-1-yl)-1-(but-2-yn-1-yl)-3-((2-methylthiazol-4-yl)methyl)pyrimidine-2,4(1H,3H)-dione